bromomethyl-biphenyl-2-carboxylic acid ethyl ester C(C)OC(=O)C=1C(=CC=CC1CBr)C1=CC=CC=C1